(2S)-4,4-difluoro-2-(4-fluorophenyl)-N-{4-[5-methyl-3-(pyridin-2-yl)-1H-pyrrolo[3,2-b]pyridin-2-yl]pyridin-2-yl}butanamide FC(C[C@H](C(=O)NC1=NC=CC(=C1)C1=C(C2=NC(=CC=C2N1)C)C1=NC=CC=C1)C1=CC=C(C=C1)F)F